C(CCCCCC)(=O)OCCN(C(C=CC(NCCOCCN(C)C)=O)=O)CCOC(CCCCCC)=O 2-methyl-9,12-dioxo-13-{2-[(1-oxoheptyl) oxy] ethyl}-5-oxa-2,8,13-triazapentadec-10-en-15-yl heptanoate